FN fluoroazane